C(C=C)OC1=C(C(=O)OCC=C)C=CC(=C1OC)NC(C1=C(C(=C(C=C1)NC(C1=CC=C(C=C1)NC([C@H](CC#N)NC(C1=CC=C(C=C1)[N+](=O)[O-])=O)=O)=O)OC)OCC=C)=O (S)-Allyl 2-(allyloxy)-4-(2-(allyloxy)-4-(4-(3-cyano-2-(4-nitrobenzamido) propanamido) benzamido)-3-methoxybenzamido)-3-methoxybenzoate